FC1=C(NC=2C(N(C=C(C21)C2=CC(N(C=C2C2=CC=CC=C2)C)=O)C)=O)C=2C=NN(C2)C(F)(F)F 3-fluoro-6-methyl-4-(1-methyl-2-oxo-5-phenyl-1,2-dihydropyridin-4-yl)-2-(1-(trifluoromethyl)-1H-pyrazol-4-yl)-1,6-dihydro-7H-pyrrolo[2,3-c]pyridin-7-one